C1(CCC1)N1C2CC(CC1CC2)N2CCC(CC2)C=2C=C(C1=C(NC(=N1)C1=CC=C(C=C1)S(=O)(=O)C)C2)C 6-(1-(8-cyclobutyl-8-azabicyclo[3.2.1]octan-3-yl)piperidin-4-yl)-4-methyl-2-(4-(methylsulfonyl)phenyl)-1H-benzo[d]imidazole